CN(C([C@H](CC(=O)[O-])N(C)C(=O)OCC1C2=CC=CC=C2C=2C=CC=CC12)=O)C (3S)-4-(dimethylamino)-3-[9H-fluorene-9-ylmethoxycarbonyl (methyl) amino]-4-oxobutanoate